4,4',4'',4'''-(((2S,5S,8S,11S)-1,4,7,10-tetraazacyclododecane-2,5,8,11-tetrayl)tetrakis(methylene))tetraphenol N1[C@H](CN[C@H](CN[C@H](CN[C@H](C1)CC1=CC=C(C=C1)O)CC1=CC=C(C=C1)O)CC1=CC=C(C=C1)O)CC1=CC=C(C=C1)O